Kaurenol C[C@@]12CCCC([C@H]1CC[C@]34[C@H]2CC[C@@H](C3)C(=C)[C@@H]4O)(C)C